2-(morpholin-4-yl)ethan-1-amine N1(CCOCC1)CCN